2-(3-((tert-butoxycarbonyl)amino)propoxy)acetic acid C(C)(C)(C)OC(=O)NCCCOCC(=O)O